Bipyridine-3-carboxylic acid ethyl ester C(C)OC(=O)C=1C(=NC=CC1)C1=NC=CC=C1